2-((4-fluoro-2-methylphenyl)amino)-N-(6-methoxy-2-methylpyridin-3-yl)-4-(trifluoromethyl)benzamide FC1=CC(=C(C=C1)NC1=C(C(=O)NC=2C(=NC(=CC2)OC)C)C=CC(=C1)C(F)(F)F)C